ethylene glycol mono-2-ethylhexyl Ether C(C)C(COCCO)CCCC